OC=1C=C(C=CC1O)CC(C=C)=O (3,4-dihydroxyphenyl)but-3-en-2-one